water, hexadecyl-trimethyl-ammonium salt C(CCCCCCCCCCCCCCC)[N+](C)(C)C.O